OC1=C2C3=C(C(OC2=CC(=C1C(=O)N(C1=CC=CC=C1)C)CCCCC)(C)C)C=CC(=C3)C 1-hydroxy-N,6,6,9-tetramethyl-3-pentyl-N-phenyl-6H-benzo[c]chromene-2-carboxamide